9-benzyl-7-(3-ethyl-4-nitrophenyl)-3-oxa-7,9-diazabicyclo[3.3.1]nonane C(C1=CC=CC=C1)N1C2COCC1CN(C2)C2=CC(=C(C=C2)[N+](=O)[O-])CC